[Cu].NC=1SC(=NN1)S 2-amino-5-mercapto-1,3,4-thiadiazole copper